CNC(OCC1=C(N(C(=C1COC(NC)=O)C)C1=CC=C(C=C1)Br)C)=O [1-(4-bromophenyl)-2,5-dimethyl-4-(methylcarbamoyloxymethyl)pyrrol-3-yl]methyl N-methylcarbamate